ClC1=C(C=C(C=C1)O)CCC 4-chloro-3-propylphenol